FC(C1=CC(=NC=C1)B(O)O)(F)F 4-(TRIFLUOROMETHYL)PYRIDINE-2-BORONIC ACID